BrC=1C(=NN(C1C(F)(F)F)CC)NC1=C(C(=CC=C1C)OC)C 4-bromo-1-ethyl-N-(3-methoxy-2,6-dimethylphenyl)-5-(trifluoromethyl)-1H-pyrazol-3-amine